FC(CN1N=CC=2C1=NC(=CN2)N2CC1(C2)CC(C1)COC=1C=NC(=CC1)C(F)(F)F)F 2-[1-(2,2-difluoroethyl)-1H-pyrazolo[3,4-b]pyrazin-6-yl]-6-({[6-(trifluoromethyl)pyridin-3-yl]oxy}methyl)-2-azaspiro[3.3]heptane